9-(3-fluoro-4-{[4-(trifluoromethyl)-pyridin-2-yl]oxy}phenyl)-3,4,6,7,8,9-hexahydropyrido[2,1-c][1,2,4]thiadiazine 2,2-dioxide FC=1C=C(C=CC1OC1=NC=CC(=C1)C(F)(F)F)C1CCCN2C1=NS(CC2)(=O)=O